BrC1=CC=C(OCC(C)(N)C)C=C1 1-(4-bromophenoxy)-2-methyl-propan-2-amine